n-docosyl-dimethyl-sulfonium C(CCCCCCCCCCCCCCCCCCCCC)[S+](C)C